N[C@H]1C[C@@H](CC1)NC1=NC2=C(C=C(C=C2C=N1)C1=CC(=C(C=C1)NS(=O)(=O)C1=C(C=CC=C1)Cl)F)CC N-(4-(2-(((1R,3R)-3-aminocyclopentyl)amino)-8-ethylquinazolin-6-yl)-2-fluoro-phenyl)-2-chloro-benzenesulfonamide